N=1C=NN2C1C=CC(=C2)C=2NC1=CC=C(C=C1C2C(C)C)C2CCN(CC2)C(CC(C)C2COC2)=O 1-(4-(2-([1,2,4]triazolo[1,5-a]pyridin-6-yl)-3-isopropyl-1H-indol-5-yl)piperidin-1-yl)-3-(oxetan-3-yl)butan-1-one